(E)-octadec-9-enoic acid chloromethyl ester ClCOC(CCCCCCC\C=C\CCCCCCCC)=O